(1,2-ethylenediamine) ruthenium (II) [Ru+2].C(CN)N